1-(11Z-docosenoyl)-2-(6Z,9Z,12Z,15Z-octadecatetraenoyl)-glycero-3-phosphocholine C(C=CCCCCCCCCCCCCCCCCCCC)(=O)OCC(OC(C=CC=C\C=C/C=C\CCCCCCCCC)=O)COP(=O)([O-])OCC[N+](C)(C)C